tert-Butyl 2-(2-(3-fluoro-4-hydroxypyrrolidin-1-yl)pyrimidin-5-yl)-1H-indole-1-carboxylate FC1CN(CC1O)C1=NC=C(C=N1)C=1N(C2=CC=CC=C2C1)C(=O)OC(C)(C)C